6-((S)-2-((3aS,5S,6aR)-5-(2-fluorophenoxy)-3a-hydroxyhexahydrocyclopenta[c]pyrrol-2(1H)-yl)-1-hydroxyethyl)-1,4-dihydro-2H-benzo[d][1,3]thiazin-2-one FC1=C(O[C@@H]2C[C@@]3([C@@H](CN(C3)C[C@@H](O)C3=CC4=C(NC(SC4)=O)C=C3)C2)O)C=CC=C1